methyl (S)-3-((tert-butoxycarbonyl)amino)-2-(undec-10-enamido)propanoate C(C)(C)(C)OC(=O)NC[C@@H](C(=O)OC)NC(CCCCCCCCC=C)=O